(3aS,4R,6aR)-2-(6-(2-hydroxy-4-(trifluoromethyl)phenyl)-5-methyl-1,2,4-triazin-3-yl)octahydrocyclopenta[c]pyrrol-4-ol OC1=C(C=CC(=C1)C(F)(F)F)C1=C(N=C(N=N1)N1C[C@H]2[C@@H](C1)[C@@H](CC2)O)C